OC1(C(C=CC(=C1)OCCO)C(=O)C1C(C=C(C=C1)OCCO)(O)C)C 2-hydroxy-4-(2-hydroxyethoxy)-2-methyl-phenylketone